CN(C(CCCCCCCCC)=O)CC(C(C(C(CO)O)O)O)O N-methyl-N-(2,3,4,5,6-pentahydroxyhexyl)-decanamide